3-(but-1-yn-1-yl)pyridin-2-amine C(#CCC)C=1C(=NC=CC1)N